FC(C1=C(C=CC(=C1)C(F)(F)F)CC(=O)N(CC=1OC(=NN1)C=1N=NC(=CC1)C1CNCC1)C1=CC=C(C=C1)F)(F)F 2-[2,4-bis(trifluoromethyl)phenyl]-N-(4-fluorophenyl)-N-({5-[6-(tetrahydro-1H-pyrrol-3-yl)-1,2-diazin-3-yl]-1,3,4-oxadiazol-2-yl}methyl)acetamide